2-benzoyl-3-chloropyrazine C(C1=CC=CC=C1)(=O)C1=NC=CN=C1Cl